2,3,6-trimethylbenzothiazole CC1SC2=C(N1C)C=CC(=C2)C